N,N,N',N'-tetrakis(4-methylphenyl)-(1,1'-biphenyl)-4,4-diamine CC1=CC=C(C=C1)N(C1(CC=C(C=C1)C1=CC=CC=C1)N(C1=CC=C(C=C1)C)C1=CC=C(C=C1)C)C1=CC=C(C=C1)C